C(C)OC(=C)C1=NC(=NC=C1)OC 4-(1-Ethoxyvinyl)-2-methoxypyrimidine